ClC=1C(=C2C=NNC2=C(C1F)C(C)NC(=O)C1CCC1)C=1N=CC=2N(C1)C=C(N2)NC(=O)[C@H]2[C@H](C2)F N-(1-(5-chloro-6-fluoro-4-(2-((1S,2S)-2-fluorocyclopropane-1-carboxamido)imidazo[1,2-a]pyrazin-6-yl)-1H-indazol-7-yl)ethyl)cyclobutanecarboxamide